C1=C(C=CC2=CC=CC=C12)C1=CC=CC=C1 2-naphthylbenzene